O=C1NC(CCC1N1C(C2=CC=CC(=C2C1)C#C[C@H]1CC12CCN(CC2)C(=O)C21CC(C2)(C1)NC(OC(C)(C)C)=O)=O)=O tert-butyl N-{3-[(1S)-1-{2-[2-(2,6-dioxopiperidin-3-yl)-1-oxo-3H-isoindol-4-yl]ethynyl}-6-azaspiro[2.5]octane-6-carbonyl]bicyclo[1.1.1]pentan-1-yl}carbamate